O=C(C(=O)O)CC L-2-oxo-butanoic acid